1-isopropyl-3-methoxy-6-nitro-quinolin-2-one C(C)(C)N1C(C(=CC2=CC(=CC=C12)[N+](=O)[O-])OC)=O